N1N=CC(=C1)C1=CC=C(C=C1)NC1=CN=CC(=N1)C=1C=C2CN(CC2=CC1)C(=O)C1CC(C1)(F)F (5-(6-((4-(1H-pyrazol-4-yl)phenyl)amino)pyrazin-2-yl)isoindolin-2-yl)(3,3-difluorocyclobutyl)methanone